CC=C(C1=CC=CC=C1)CCCC methyl-α-butylstyrene